C(N)(=O)C1=CC=C(C=N1)NC(O[C@H](C)[C@H](C)OC1=C(C=C2C(=N1)SC(=N2)C2=C1N=CC(=NC1=CC(=C2)C)OC)F)=O (2R,3S)-3-((6-fluoro-2-(2-methoxy-7-methylquinoxalin-5-yl)thiazolo[5,4-b]pyridin-5-yl) oxy)butan-2-yl (6-carbamoylpyridin-3-yl)carbamate